(S)-2-((1-(4-chloro-3-fluorophenyl)pyrrolidin-3-yl)oxy)ethane-1-ol (exo)-1,7,7-trimethylbicyclo[2.2.1]heptan-2-yl-2-bromoacetate CC12C(CC(CC1)C2(C)C)C(C(=O)OCCO[C@@H]2CN(CC2)C2=CC(=C(C=C2)Cl)F)Br